4-hydrazinobenzene N(N)C1=CC=CC=C1